2-(benzo[c][1,2,5]oxadiazol-5-ylmethoxy)-6-((2-chloro-3-iodophenyl)oxy)-5-(trifluoromethyl)nicotinaldehyde N=1ON=C2C1C=CC(=C2)COC2=C(C=O)C=C(C(=N2)OC2=C(C(=CC=C2)I)Cl)C(F)(F)F